N-({5-[5-(difluoromethyl)-1,3,4-oxadiazol-2-yl]-1,3-thiazol-2-yl}methyl)-3-(morpholin-4-yl)-N-(pyridin-3-yl)propanamide FC(C1=NN=C(O1)C1=CN=C(S1)CN(C(CCN1CCOCC1)=O)C=1C=NC=CC1)F